Benzyl (2S,3S)-3-((tert-butyldimethylsilyl)oxy)-2-methyl-5-oxopiperidine-1-carboxylate [Si](C)(C)(C(C)(C)C)O[C@@H]1[C@@H](N(CC(C1)=O)C(=O)OCC1=CC=CC=C1)C